isobutyl-(triethoxy)silane C(C(C)C)[Si](OCC)(OCC)OCC